FC1=C(C=CC(=C1)N1CCNCC1)C=1N=C2SC3=C(N2C1)C=CC(=C3)C(=O)NC3CCN(CC3)C 2-(2-fluoro-4-(piperazin-1-yl)phenyl)-N-(1-methylpiperidin-4-yl)benzo[d]imidazo[2,1-b]thiazole-7-carboxamide